FC1=C(C=CC(=C1)F)S(=O)(=O)C=CC=1C(=NC(=NC1)SC)NC 5-{2-[(2,4-Difluorophenyl)sulfonyl]vinyl}-N-methyl-2-(methylsulfanyl)pyrimidin-4-amine